ClC1=C(C(=CC=C1Cl)F)[C@]1(CN(CC1)C(C=C)=O)NC=1C=CC2=C(N(N=C2C1)CC(=O)N)C(F)(F)F 2-(6-{[(3R)-3-(2,3-Dichloro-6-fluorophenyl)-1-(prop-2-enoyl)pyrrolidin-3-yl]amino}-3-(trifluoromethyl)indazol-2-yl)acetamide